ClC1=C(C(=CC=C1)Cl)C=1C=2C=CC(=C(C3=CC=C(N3)C(=C3C=CC(C(=C4C=CC1N4)C4=C(C(=C(C(=C4F)F)F)F)F)=N3)C3=C(C=CC=C3Cl)Cl)C3=C(C(=C(C(=C3F)F)F)F)F)N2 10,20-bis(2,6-dichlorophenyl)-5,15-bis(2,3,4,5,6-pentafluorophenyl)-porphyrin